[Cl-].[Cl-].C[Zr+2](C1C=CC2=C(C=CC(=C12)C)C)C1C=CC=C1 methylcyclopentadienyl(4,7-dimethylindenyl)zirconium dichloride